C(=O)C1=CC=C(C=C1)N1N=C2N=CC=C(C2=C1)C1=CC(=C(C=C1)CNC(OC(C)(C)C)=O)C tert-butyl N-[[4-[2-(4-formylphenyl)pyrazolo[3,4-b]pyridin-4-yl]-2-methyl-phenyl]methyl]carbamate